3-((2R,4S)-2-(2,5-difluorophenyl)-4-fluoropyrrolidin-1-yl)-5-(1H-pyrazol-3-yl)-1-((2-(trimethylsilyl)ethoxy)methyl)-1H-pyrazolo[3,4-b]pyridine FC1=C(C=C(C=C1)F)[C@@H]1N(C[C@H](C1)F)C1=NN(C2=NC=C(C=C21)C2=NNC=C2)COCC[Si](C)(C)C